(5S,6R)-5-hydroxy-6-((R)-5H-imidazo[5,1-a]isoindol-5-yl)-5,6,7,8-tetrahydroquinoline-2-carboxamide O[C@@H]1C=2C=CC(=NC2CC[C@@H]1[C@H]1N2C(C3=CC=CC=C13)=CN=C2)C(=O)N